4-((4-(bis(2,4-dimethoxybenzyl)amino)-2-(pent-2-yloxy)imidazo[2,1-f][1,2,4]triazin-7-yl)methyl)piperazine-1-carboxylic acid tert-butyl ester C(C)(C)(C)OC(=O)N1CCN(CC1)CC1=CN=C2C(=NC(=NN21)OC(C)CCC)N(CC2=C(C=C(C=C2)OC)OC)CC2=C(C=C(C=C2)OC)OC